P(O)(=O)(OP(=O)(O)OP(=O)(O)O)OC[C@@H]1[C@H]([C@H]([C@@H](O1)N1C(=O)N=C(N)C=C1)N)O 2'-amino-2'-deoxycytidine triphosphate